OC1=C(C=O)C(=CC(=C1)OC)B1OC(C(O1)(C)C)(C)C 2-hydroxy-4-methoxy-6-(4,4,5,5-tetramethyl-1,3,2-dioxaborolan-2-yl)benzaldehyde